ON(OCCC)O N,N-dihydroxypropyl-hydroxylamine